5-fluoro-8-(4-fluorophenyl)-9-(pyrrolidin-2,5-dione-1-yl)-8,9-dihydro-2H-pyrido[4,3,2-de]phthalazin-3(7H)-one-7-carboxylic acid tert-butyl ester C(C)(C)(C)OC(=O)N1C(C(C2=NNC(C=3C=C(C=C1C23)F)=O)N2C(CCC2=O)=O)C2=CC=C(C=C2)F